FC(F)(F)C1=NNC=C1C(=O)O (trifluoromethyl)pyrazole-4-carboxylic acid